C(C)OC(COC(COC(CO)C)C)C 2-(2-(2-ethoxypropoxy)propoxy)propanol